[Cl-].[Cl-].[V+2] Vanadium Dichloride